C1(CC1)O[C@@H]([C@@H](C=1OC2=C(N1)C=C(C=C2)[C@@H](COC)N2C(N[C@@H](C2)C(F)(F)F)=O)NC(=O)C=2C=NOC2CC)C N-((1S,2R)-2-cyclopropoxy-1-(5-((S)-2-methoxy-1-((S)-2-oxo-4-(trifluoromethyl)imidazolidin-1-yl)ethyl)benzo[d]oxazol-2-yl)propyl)-5-ethylisoxazole-4-carboxamide